CC(C(=O)[O-])(C)C.[K+] Potassium trimethylacetate